N-{1H-pyrazolo[3,4-b]pyridine-4-yl}-2H,3H,4H-pyrido[3,2-b][1,4]oxazine-8-amine N1N=CC=2C1=NC=CC2NC2=CC=NC1=C2OCCN1